N1=C(C=CC=C1)SSCCC(=O)NCCOCCOCCOCCOCCC(=O)ON1C(CCC1=O)=O (2,5-dioxopyrrolidin-1-yl) 3-[2-[2-[2-[2-[3-(pyridin-2-yldisulfanyl)propanoylamino]ethoxy]ethoxy]ethoxy]ethoxy]propanoate